4-((2-((3-(ethylamino)propyl)amino)-4-methylbenzyl)amino)-3-fluoro-N-(thiazol-2-yl)-benzenesulfonamide C(C)NCCCNC1=C(CNC2=C(C=C(C=C2)S(=O)(=O)NC=2SC=CN2)F)C=CC(=C1)C